NC1=CC=C2C(=N1)CCC2NC([C@H](C)NC(=O)[C@@H]2NC[C@H](C2)C2=CC=C(C=C2)F)=O (2R,4R)-N-((2S)-1-((2-amino-6,7-dihydro-5H-cyclopenta[b]pyridin-5-yl)amino)-1-oxopropan-2-yl)-4-(4-fluorophenyl)pyrrolidine-2-carboxamide